(5-(2-((4-(chlorodifluoromethoxy)phenyl)amino)pyridin-3-yl)-1,3,4-oxadiazol-2-yl)methanol ClC(OC1=CC=C(C=C1)NC1=NC=CC=C1C1=NN=C(O1)CO)(F)F